4-borylphenylalanine BC1=CC=C(C[C@H](N)C(=O)O)C=C1